4-Methoxy-6-(((3R,5S)-5-methylpyrrolidin-3-yl)oxy)pyrimidine trifluoroacetate FC(C(=O)O)(F)F.COC1=NC=NC(=C1)O[C@H]1CN[C@H](C1)C